1,6,8,9-tetrahydro-7H-imidazo[4,5-c][1,7]naphthyridine-7-carboxylate N1C=NC=2C=NC=3CN(CCC3C21)C(=O)[O-]